FC(C(C(F)(F)F)OC(=O)N1CCC2(C[C@H]2C(NC=2C=NC(=CC2)C(NC)=O)=O)CC1)(F)F.FC(C(C(C(C(C(C(C(C(C(C(C(C(C(C(C(F)(F)F)(F)F)(F)F)(F)F)(F)F)(F)F)(F)F)(F)F)(F)F)(F)F)(F)F)(F)F)(F)F)(F)F)(F)F)(F)F.[I].[I] |r| diiodine perfluorohexadecane 1,1,1,3,3,3-hexafluoropropan-2-yl-(±)-1-((6-(methylcarbamoyl)pyridin-3-yl)carbamoyl)-6-azaspiro[2.5]octane-6-carboxylate